FC1=C2C=C(NC2=CC=C1OC1=CC=NC2=CC(=C(C=C12)OC)OCC1CC(C1)C(=O)C1CC(C1)COC1=C(C=C2C(=CC=NC2=C1)OC=1C(=C2C=C(NC2=CC1)C)F)OC)C 3-((4-(4-fluoro-2-methyl-1H-indol-5-yloxy)-6-methoxyquinolin-7-yloxy)methyl)cyclobutylketone